1-(1-Methyl-6-(1-(piperidin-4-ylmethyl)piperidin-4-yl)-1H-indazol-3-yl)dihydro-pyrimidine-2,4(1H,3H)-dione CN1N=C(C2=CC=C(C=C12)C1CCN(CC1)CC1CCNCC1)N1C(NC(CC1)=O)=O